4-benzyloxy-2-[2-(3,4-difluoro-2-methoxy-phenoxy)-5-fluoro-4-(trifluoromethyl)phenyl]-6-methyl-3-methylsulfanyl-pyridine C(C1=CC=CC=C1)OC1=C(C(=NC(=C1)C)C1=C(C=C(C(=C1)F)C(F)(F)F)OC1=C(C(=C(C=C1)F)F)OC)SC